4-(3-bromopropyl)-morpholine hydrobromide Br.BrCCCN1CCOCC1